ClC1=CC2=C(NC(=NC2=O)C)C=N1 6-chloro-2-methylpyrido[3,4-d]pyrimidin-4(1H)-one